BrC=1C2(C3=CC=CC=C3C1)CCC(CC2)(C(=O)O)NC2=NC(=CC=C2)OCCOC (1s,4s)-2'-bromo-4-{[6-(2-methoxyethoxy)pyridin-2-yl]amino}spiro[cyclohexane-1,1'-indene]-4-carboxylic acid